1-(2-(((1-(4-(7-hydroxy-3-phenylchroman-4-yl)phenyl)piperidin-4-yl)(methyl)amino)methyl)phenyl)dihydropyrimidine-2,4(1H,3H)-dione OC1=CC=C2C(C(COC2=C1)C1=CC=CC=C1)C1=CC=C(C=C1)N1CCC(CC1)N(C)CC1=C(C=CC=C1)N1C(NC(CC1)=O)=O